F[P-](F)(F)(F)(F)F.S1NSC2=C1C=CC=C2 benzo[d][1,3,2]Dithiazole hexafluorophosphate